5-(3-{[4-(6-fluoro-3-methylquinolin-2-yl)benzyl]oxy}-1-methyl-1H-pyrazol-4-yl)-1-methylpyridine-2(1H)-one FC=1C=C2C=C(C(=NC2=CC1)C1=CC=C(COC2=NN(C=C2C=2C=CC(N(C2)C)=O)C)C=C1)C